ClC1=C(C#N)C(=CC=N1)NC1=CC2=C(N(C(N2CC(C(C)(C)C)O)=O)C)C=C1 2-chloro-4-((3-(2-hydroxy-3,3-dimethylbutyl)-1-methyl-2-oxo-2,3-dihydro-1H-benzo[d]imidazol-5-yl)amino)nicotinonitrile